2-methylPyrido[3,4-d]Pyridazine-1,7(2H,6H)-dione CN1N=CC=2C(C1=O)=CC(NC2)=O